6-fluoro-1-methyl-N-(1-methylcyclopropyl)-3-(5-methyl-1,3,4-thiadiazol-2-yl)-2-oxo-benzimidazole-5-sulfonamide FC=1C(=CC2=C(N(C(N2C=2SC(=NN2)C)=O)C)C1)S(=O)(=O)NC1(CC1)C